C(C)(C)(C)OC(=O)N1C(C(NC(C1)F)F)C1=C(C=CC=C1)CNNS(=O)(=O)CC1=CC=CC=C1 3,5-difluoro-2-(((2-toluenesulfonylhydrazino)methyl)phenyl)piperazine-1-carboxylic acid tert-butyl ester